(E)-N-(5-bromo-2-methylbenzylidene)-2-methylpropane-2-sulfinamide BrC=1C=CC(=C(\C=N\S(=O)C(C)(C)C)C1)C